Niobium-Hafnium [Hf].[Nb]